FC(OC1=NC(=CC=C1NC(=O)C1(CN(C1)C=1C=NC(=NC1)C1CC1)C1=C(C=CC=C1)C(C)C)C)F 1-(5-(3-((2-(Difluoromethoxy)-6-methylpyridin-3-yl)carbamoyl)-3-(2-isopropylphenyl)azetidin-1-yl)pyrimidin-2-yl)cyclopropan